CC1(OB(OC1(C)C)C1=CC=C(CN2CCC(CC2)CCO)C=C1)C 2-(1-(4-(4,4,5,5-tetramethyl-1,3,2-dioxaborolan-2-yl)benzyl)piperidin-4-yl)ethan-1-ol